4-Chloro-DL-phenylalanine ClC1=CC=C(C[C@H](N)C(=O)O)C=C1 |r|